C(=O)N1C(CCCCC1)=O N-formyl-caprolactam